ClC1=C(SC(=C1)C1=CC(=C(C=C1)C1CCN(CC1)C(C)C)F)C(=O)N1C[C@H](CC1)NC(OC(C)(C)C)=O tert-butyl (S)-(1-(3-chloro-5-(3-fluoro-4-(1-isopropylpiperidin-4-yl)phenyl)thiophene-2-carbonyl)pyrrolidin-3-yl)carbamate